C1(=CC=CC=C1)NC1C(C(CC1)(F)F)C1=CC=C(C=C1)I 3-(N-phenylamino)-2-(4-iodophenyl)-1,1-difluorocyclopentane